1,8-Dimethyl-4-(3-(3-(methylamino)-1-(thiophen-3-yl)propoxy)phenyl)-1,2,3,4-tetrahydro-5H-pyrido[2,3-e][1,4]diazepin-5-one CN1CCN(C(C2=C1N=C(C=C2)C)=O)C2=CC(=CC=C2)OC(CCNC)C2=CSC=C2